(bromomethyl)-1-(4-methoxyphenyl)-3-phenyl-1H-pyrazole BrCC=1C(=NN(C1)C1=CC=C(C=C1)OC)C1=CC=CC=C1